C1=CC2C(CC1)O2 3,4-Epoxy-1-cyclohexene